The molecule is a monocarboxylic acid anion that is the conjugate base of pentalenolactone, obtained by deprotonation of the carboxy group; major species at pH 7.3. It is a conjugate base of a pentalenolactone. C[C@H]1[C@H]2C=C([C@H]3[C@]2(C=C1C)[C@@]4(CO4)C(=O)OC3)C(=O)[O-]